3-(5-(3-(2-(methoxymethyl)phenyl)-2-oxoimidazolidin-1-yl)-1-oxoisoindolin-2-yl)piperidine-2,6-dione COCC1=C(C=CC=C1)N1C(N(CC1)C=1C=C2CN(C(C2=CC1)=O)C1C(NC(CC1)=O)=O)=O